C(CCC)C1=CN=C(C(=N1)N1CCC(CC1)C#N)C1=CC=C(C=C1)OC 1-[6-butyl-3-(4-methoxyphenyl)pyrazin-2-yl]piperidine-4-carbonitrile